di-tert-butyl-(2S,4R)-4-(tosyloxy)pyrrolidine-1,2-dicarboxylic acid di-tert-butyl ester C(C)(C)(C)OC(=O)N1[C@](C([C@H](C1)OS(=O)(=O)C1=CC=C(C)C=C1)C(C)(C)C)(C(=O)OC(C)(C)C)C(C)(C)C